(2S,3S)-2-amino-3-sulfinyl-4-(1H-1,2,3-triazol-1-yl)butyric acid N[C@@H](C(=O)O)C(CN1N=NC=C1)=S=O